C1(=CC=C(C=C1)[AlH]C1=CC=C(C=C1)C)C di(p-tolyl)aluminum hydride